OCC1(CC1)NC1=CC(N(C2=CC=C(C=C12)[N+](=O)[O-])C)=O 4-((1-(hydroxymethyl)cyclopropyl)amino)-1-methyl-6-nitroquinolin-2(1H)-one